C[C@@]1(OC2=C(C(=C(C(=C2CC1)C)OCCOCCOCCOCCOC=CC(=O)N)C)C)CCC[C@@H](CCC[C@@H](CCCC(C)C)C)C 3-[2-[2-[2-[2-[(2R)-2,5,7,8-tetramethyl-2-[(4R,8R)-4,8,12-trimethyltridecyl]chroman-6-yl]oxyethoxy]ethoxy]ethoxy]ethoxy]propenamide